1,1-Dichloroethan ClC(C)Cl